NC1CC(CN(C1)C1=CC=C(C=C1)NC1=NC=C(C(=N1)N1C(CCC1)C)C(F)(F)F)O 5-amino-1-(4-{[4-(2-methylpyrrolidin-1-yl)-5-(triFluoromethyl)pyrimidin-2-yl]amino}phenyl)piperidin-3-ol